22'-bithiophene C1=CSC(=C1)C2=CC=CS2